C[N+]1=C(OC=C1C)C(=O)[O-] 3,4-dimethyloxazolium-2-carboxylate